C1(CC1)C1=NOC(=N1)C12OCC(CC1)(CC2)CN(C(=O)C21CC(C2)(C1)F)C1=CC(=CC=C1)C=1C=NC(=NC1)OCC N-((1-(3-cyclopropyl-1,2,4-oxadiazol-5-yl)-2-oxabicyclo[2.2.2]octan-4-yl)methyl)-N-(3-(2-ethoxypyrimidin-5-yl)phenyl)-3-fluorobicyclo[1.1.1]pentane-1-carboxamide